BrCC(=O)C1=NC=C(C=C1)F 2-bromo-1-(5-fluoro-2-pyridyl)ethanone